N=C(C1=CC=C(C=C1)CNC([C@H](C)NC(=O)[C@@H]1NC[C@H](C1)C1=CC=CC=C1)=O)NC(OCC1=CC=CC=C1)=O Benzyl (imino(4-(((S)-2-((2R,4R)-4-phenylpyrrolidine-2-carboxamido)propanamido)methyl)phenyl)methyl)carbamate